O=C1NC(CCC1N1CC2=CC=C(C=C2C1)F)=O 2-(2,6-dioxopiperidin-3-yl)-5-fluoro-2,3-dihydro-1H-isoindole